4-(3-fluorophenyl)-1-(5-(isopropylsulfanyl)-4-(4-(trifluoromethyl)phenyl)thiazol-2-yl)-3-methyl-N-(propylsulfonyl)-1H-pyrazole-5-carboxamide FC=1C=C(C=CC1)C=1C(=NN(C1C(=O)NS(=O)(=O)CCC)C=1SC(=C(N1)C1=CC=C(C=C1)C(F)(F)F)SC(C)C)C